7-methylbicyclo[4.2.0]Oct-1(6),2,4-triene-7-carbonitrile CC1(C=2C=CC=CC2C1)C#N